4-(5-(3,5-dichlorophenyl)-5-(trifluoromethyl)-4,5-dihydroisoxazol-3-yl)-N-(1-ethyl-1H-pyrazol-4-yl)benzamide ClC=1C=C(C=C(C1)Cl)C1(CC(=NO1)C1=CC=C(C(=O)NC=2C=NN(C2)CC)C=C1)C(F)(F)F